5-fluoropyrimidin-2-one FC=1C=NC(NC1)=O